Cl.N[C@H](C(=O)OC(C)(C)C)CC(=O)OC (S)-1-tert-butyl 4-methyl 2-aminosuccinate hydrochloride